Calcium oxide Calcium [Ca+2].[O-2].[Ca+2].[O-2]